4-(3-chloro-4-(9-(2-fluoro-5-methylbenzyl)-6-(1-methylcyclopropoxy)-9H-purin-8-yl)phenoxy)-2-methylbutanoic acid ClC=1C=C(OCCC(C(=O)O)C)C=CC1C=1N(C2=NC=NC(=C2N1)OC1(CC1)C)CC1=C(C=CC(=C1)C)F